Cl.COC(=O)C=1C=CC2=C(N(C(=N2)CC2=C(C=C(C=C2)C2=NC(=CC=C2)OCC2=C(C=CC=C2)N)F)CCOC)C1 2-(4-(6-((2-aminobenzyl)oxy)pyridin-2-yl)-2-fluorobenzyl)-1-(2-methoxyethyl)-1H-benzo[d]Imidazole-6-carboxylic acid methyl ester hydrochloride